chlorophenyl-acetone ClC(C(C)=O)C1=CC=CC=C1